COC=1C(=CC(=C(C1)N1CCC2(CNC2)CC1)C)[N+](=O)[O-] 7-(5-methoxy-2-methyl-4-nitrophenyl)-2,7-diazaspiro[3.5]nonane